(E)-3-(6-aminopyridin-3-yl)-N-((5-(4-((4,4-difluorocyclohexyl)oxy)phenyl-fluorophenyl)benzofuran-2-yl)methyl)acrylamide NC1=CC=C(C=N1)/C=C/C(=O)NCC=1OC2=C(C1)C=C(C=C2)C2=C(C(=CC=C2)C2=CC=C(C=C2)OC2CCC(CC2)(F)F)F